dimethyl-tertiary butyl-chlorosilane C[Si](Cl)(C(C)(C)C)C